C(C)OC=1N=CC2=C(N1)NC=C2C=2C=C(C=1N(C2)N=CN1)F 6-(2-ethoxy-7H-pyrrolo[2,3-d]pyrimidin-5-yl)-8-fluoro-[1,2,4]triazolo[1,5-a]pyridine